C(C)(=O)NC1=CC=C(C(=O)NC2CCC(CC2)NC2=CC=CC=3N2C=C(N3)C(F)(F)F)C=C1 4-acetamido-N-[(1s,4s)-4-{[2-(trifluoromethyl)imidazo[1,2-a]pyridin-5-yl]amino}cyclohexyl]benzamide